C(=O)(OC(C)(C)C)N(NCC1=C(C(=O)NC(C)C)C=CC=C1)CC1=CC2=CC=C(C=C2C=C1)OC ((2-Boc-2-(6-methoxy-2-naphthylmethyl)hydrazino)methyl)-N-isopropylbenzamide